(p-methoxystyryl)-1,3,4-oxadiazole COC1=CC=C(C=CC=2OC=NN2)C=C1